1,3-bis(aminomethyl)benzene tert-butyl-4-(2-chloroethyl)piperazine-1-carboxylate C(C)(C)(C)OC(=O)N1CCN(CC1)CCCl.NCC1=CC(=CC=C1)CN